(S)-N-(1-(4-chlorophenyl)-2-fluoro-2-(phenylsulfonyl)ethyl)-2-methylpropane-2-sulfinamide ClC1=CC=C(C=C1)C(C(S(=O)(=O)C1=CC=CC=C1)F)N[S@@](=O)C(C)(C)C